OP(O)OP(O)O.C(CCCCCCCCCCCCCCCCC)C(O)C(CO)(CO)CO stearyl-pentaerythritol diphosphite